FC(C1=CC=C2C(=CC=NC2=C1)NC1=C(C=C(C=C1)OCCOC)N1CCOCC1)F 7-(difluoro-methyl)-N-(4-(2-meth-oxyethoxy)-2-morpholinophenyl)-quinolin-4-amine